(1-(tert-butoxycarbonyl)-5-(trifluoromethoxy)-1H-indol-2-yl)boronic acid C(C)(C)(C)OC(=O)N1C(=CC2=CC(=CC=C12)OC(F)(F)F)B(O)O